3-[2-(4-acetylpiperazin-1-yl)-4-pyridinyl]pyridazine C(C)(=O)N1CCN(CC1)C1=NC=CC(=C1)C=1N=NC=CC1